ethyl (Z)-3-[tert-butyl(dimethyl)silyl]oxy-2-diazo-pent-3-enoate [Si](C)(C)(C(C)(C)C)O\C(\C(C(=O)OCC)=[N+]=[N-])=C/C